F[C@@H]1[C@@H](C1)C(=O)NC1=C(N=NC=C1)C(=O)NC([2H])([2H])[2H] [(1S,2S)-2-fluorocyclopropaneamido]-N-(2H3)methylpyridazine-3-carboxamide